CC1=C(C(=CC(=C1)C(C)(C)C)C(C)(C)C)O 2-methyl-4,6-bis(1,1'-dimethylethyl)phenol